2-(5-fluoropyridin-3-yl)-N-[(2R)-3-hydroxy-3-methylbut-2-yl]-3-oxo-6-[6-(trifluoro-methyl)pyridin-3-yl]-2,3-dihydropyridazine-4-carboxamide FC=1C=C(C=NC1)N1N=C(C=C(C1=O)C(=O)N[C@H](C)C(C)(C)O)C=1C=NC(=CC1)C(F)(F)F